3-[tert-butoxycarbonylsulfamoyl-(1-methylpyrazol-4-yl)amino]Piperidine-1-carboxylic acid benzyl ester C(C1=CC=CC=C1)OC(=O)N1CC(CCC1)N(C=1C=NN(C1)C)S(NC(=O)OC(C)(C)C)(=O)=O